(2S)-N-(4-carbamoylbenzyl)-4-(4,4-dimethyl-5-phenyl-4,5-dihydro-1,3-oxazol-2-yl)-1-(N2,N2,N6,N6-tetramethyl-D-lysyl)piperazine-2-carboxamide C(N)(=O)C1=CC=C(CNC(=O)[C@H]2N(CCN(C2)C=2OC(C(N2)(C)C)C2=CC=CC=C2)C([C@H](N(C)C)CCCCN(C)C)=O)C=C1